(3aS,6aS)-5-(4-(2-(2-aminopyridin-3-yl)-5-(4-fluorophenyl)-3H-imidazo[4,5-b]pyridin-3-yl)benzyl)hexahydropyrrolo[3,4-c]pyrrole-2(1H)-carboxylate NC1=NC=CC=C1C1=NC=2C(=NC(=CC2)C2=CC=C(C=C2)F)N1C1=CC=C(CN2C[C@@H]3[C@@H](C2)CN(C3)C(=O)[O-])C=C1